tert-butyl 1-[2-(morpholin-4-yl)-8-(1H-pyrazol-5-yl)-1,7-naphthyridin-4-yl]-prolinate N1(CCOCC1)C1=NC2=C(N=CC=C2C(=C1)N1[C@@H](CCC1)C(=O)OC(C)(C)C)C1=CC=NN1